C(#N)C=1C=C(C=NC1N1N=CC=N1)NC(=O)C=1C=NN(C1C(F)(F)F)C1=C(C=C(C=C1)F)C N-(5-cyano-6-(2H-1,2,3-triazol-2-yl)pyridin-3-yl)-1-(4-fluoro-2-methylphenyl)-5-(trisFluoromethyl)-1H-pyrazole-4-carboxamide